C(C)(C)(C)OC(=O)N=[S@](=O)(C1=C(C=C(C=C1)C)O[C@H](C)CCCO)N1[C@@H](CCC1)C(=O)OC methyl ((R)-N-(tert-butoxycarbonyl)-2-(((R)-5-hydroxypentan-2-yl)oxy)-4-methylphenylsulfonimidoyl)-L-prolinate